N-((S)-1-((3aS,6R,6aR)-6-ethynyl-3-oxotetrahydro-2H-furo[3,2-b]pyrrol-4(5H)-yl)-4-methyl-1-oxopentan-2-yl)-4-(5-fluoro-2-(4-methylpiperazin-1-yl)thiazol-4-yl)benzamide C(#C)[C@H]1[C@@H]2[C@H](N(C1)C([C@H](CC(C)C)NC(C1=CC=C(C=C1)C=1N=C(SC1F)N1CCN(CC1)C)=O)=O)C(CO2)=O